heptenyl-dimethylchlorosilane C(=CCCCCC)[Si](Cl)(C)C